2-hydroxyethylsulfonate (hydroxyethanesulfonate) OC(C)S(=O)(=O)O.OCCS(=O)(=O)O